C(#N)C=1C=CC=2NC3=C(C=C(C=C3C2C1C#N)C(C)(C)C)Br 3,4-dicyano-6-tert-butyl-8-bromo-carbazole